3-(4-bromo-3-(methoxymethyl)phenyl)-5-methyl-1,2,4-oxadiazol BrC1=C(C=C(C=C1)C1=NOC(=N1)C)COC